FC(OC1=C(C=CC=C1)C1=NN(C=C1NC(=O)C=1C=NN2C1N=CC=C2)CC(C)(C)O)F N-(3-(2-(difluoromethoxy)phenyl)-1-(2-hydroxy-2-methylpropyl)-1H-pyrazol-4-yl)pyrazolo[1,5-a]pyrimidine-3-carboxamide